N-chloropyrrolidone ClN1C(CCC1)=O